difluoro-iodo(pentafluoroethyl)-silane F[Si](C(C(F)(F)F)(F)F)(I)F